3-[3-[4-(dimethoxymethyl)-1-piperidyl]phenyl]piperidine-2,6-dione COC(C1CCN(CC1)C=1C=C(C=CC1)C1C(NC(CC1)=O)=O)OC